COC=1C(=NC=CC1C1=NOC(=N1)CN1CCOCC1)NC1=C(N=NC(=C1)NC1=NC=CC(=C1)C)C(=O)NC([2H])([2H])[2H] 4-((3-methoxy-4-(5-(morpholinomethyl)-1,2,4-oxadiazol-3-yl)pyridin-2-yl)amino)-N-(methyl-d3)-6-((4-methylpyridin-2-yl)amino)pyridazine-3-carboxamide